3-Bromo-6-(difluoromethyl)-2-methoxypyridine BrC=1C(=NC(=CC1)C(F)F)OC